COC[C@H]1C[C@H](N(C1)C(=O)OC(C)(C)C)C(=O)OCC1=CC=CC=C1 |o1:3| 2-benzyl 1-(tert-butyl) (2S,4S*)-4-(methoxymethyl)pyrrolidine-1,2-dicarboxylate